IC1=NN(C=C1C)C 3-iodo-1,4-dimethylpyrazole